FC(C1=CN=C(S1)N1CCN(CC1)C(=O)C1(CCCC1)NC1=CC=C(C#N)C=C1)(F)F 4-((1-(4-(5-(trifluoromethyl)thiazol-2-yl)piperazine-1-carbonyl)cyclopentyl)amino)benzonitrile